2-cyclohexylidene-N-phenylacetamide C1(CCCCC1)=CC(=O)NC1=CC=CC=C1